4-(2-(2-(benzyloxy)-4-(2H-1,2,3-triazol-2-yl)phenyl)imidazo[1,2-a]pyrimidin-7-yl)-2,2,6,6-tetramethylpiperidin-4-ol C(C1=CC=CC=C1)OC1=C(C=CC(=C1)N1N=CC=N1)C=1N=C2N(C=CC(=N2)C2(CC(NC(C2)(C)C)(C)C)O)C1